C(C1=CC=CC=C1)N1C(NC2=C1C=CC(=C2)C(=O)NC2=CC(=CC(=C2)NS(=O)(=O)C)Br)=O 1-benzyl-N-(3-bromo-5-methanesulfonamidophenyl)-2-oxo-2,3-dihydro-1H-1,3-benzodiazole-5-carboxamide